NC(CC)C1=NC=CN1C 1-aminopropyl-3-methylimidazole